N[C@H]1CN(C[C@@H](C1)F)C(=O)C1=CC2=C(N(C(=N2)C2=CC=3C(=NC(=CC3)C3=CC=C4C=C[N+](=CC4=C3)[O-])N2CC2CC2)C)C(=C1)OC 7-(2-{5-[(3R,5R)-3-amino-5-fluoropiperidine-1-carbonyl]-7-methoxy-1-methyl-1H-1,3-benzodiazol-2-yl}-1-(cyclopropylmethyl)-1H-pyrrolo[2,3-b]pyridin-6-yl)isoquinolin-2-ium-2-olate